(Z)-4-Bromo-2-cyclopropyl-6-fluorobenzaldehyde oxime BrC1=CC(=C(\C=N/O)C(=C1)F)C1CC1